(trifluoromethyl) sulphone FC(F)(F)S(=O)(=O)C(F)(F)F